1-butyl-3-(2-(5,5-dimethyl-2,4-dioxoimidazolidin-1-yl)spiro[3.5]nonan-7-yl)urea C(CCC)NC(=O)NC1CCC2(CC(C2)N2C(NC(C2(C)C)=O)=O)CC1